OC(C)(CCCC)C1=NC2=CC=CC=C2C(N1)=O 2-(2-Hydroxyhex-2-yl)quinazolin-4(3H)-one